Cl.COC(=O)C1=NC=CC(=C1F)C=1OC2=C(N1)C=C(C=C2)N 4-(5-aminobenzo[d]oxazol-2-yl)-3-fluoropyridinecarboxylic acid methyl ester hydrochloride